Cl.NCCOCCOCCOC12COC3=C(C(=CC=C3C1C1=CC(=C(C=C1C2)O)O)O)O 6a-(2-(2-(2-aminoethoxy)ethoxy)ethoxy)-6,6a,7,11b-tetrahydroindeno[2,1-c]chromene-3,4,9,10-tetraol hydrochloride